C[C@H]1[C@H]([C@H]([C@@H]([C@@H](O1)OC[C@@H]2[C@H]([C@@H]([C@H]([C@@H](O2)O)NC(=O)C)O)O[C@H]3[C@@H]([C@H]([C@@H]([C@H](O3)CO)O[C@H]4[C@H]([C@H]([C@@H]([C@H](O4)CO[C@@H]5[C@H]([C@H]([C@@H]([C@H](O5)CO)O)O)O[C@H]6[C@@H]([C@H]([C@@H]([C@H](O6)CO)O[C@H]7[C@@H]([C@H]([C@H]([C@H](O7)CO[C@@]8(C[C@@H]([C@H]([C@@H](O8)[C@@H]([C@@H](CO)O)O)NC(=O)C)O)C(=O)O)O)O)O)O)NC(=O)C)O)O[C@@H]9[C@H]([C@H]([C@@H]([C@H](O9)CO)O)O)O[C@H]1[C@@H]([C@H]([C@@H]([C@H](O1)CO)O[C@H]1[C@@H]([C@H]([C@H]([C@H](O1)CO[C@@]1(C[C@@H]([C@H]([C@@H](O1)[C@@H]([C@@H](CO)O)O)NC(=O)C)O)C(=O)O)O)O)O)O)NC(=O)C)O)O)NC(=O)C)O)O)O The molecule is a branched amino oligosaccharide that is a dodecasaccharide derivative comprising a linear trisaccharide of beta-D-mannose and two N-acetyl-beta-D-glucosamine residues all linked in sequence (1->4), to the reducing-end N-acetyl-beta-D-glucosamine residue of which is linked (1->6) an alpha-L-fucosyl residue, while to the beta-D-mannose residue are linked two N-acetyl-alpha-neuraminyl-(2->6)-beta-D-galactosyl-(1->4)-N-acetyl-beta-D-glucosaminyl-(1->2)-alpha-D-mannosyl tetrasaccharide units via (1->3) and (1->6) linkages. It is a glucosamine oligosaccharide and an amino oligosaccharide.